ClC1=C(C2=C(OC3=C2N=CN=C3NCC=3C=NC(=NC3)C)N=C1C)C 8-chloro-7,9-dimethyl-N-[(2-methylpyrimidin-5-yl)methyl]pyrido[3',2':4,5]furo[3,2-d]pyrimidin-4-amine